CN(CCOC1=CC=C(CN)C=C1)C 4-[2-(dimethylamino)ethoxy]benzylamine